NCCNS(=O)(=O)C1=C(SC(=C1)Br)Br N-(2-aminoethyl)-2,5-dibromothiophen-3-sulfonamide